2-Chloro-N-(1-hydroxy-prop-2-yl)acetamide ClCC(=O)NC(CO)C